ClC=1C(=CC2=C(N(C(=N2)C2=CC=C3C=NNC3=C2)[C@@H](CC(NCC2=NC=CC=N2)=O)C(C)(C)C)C1)C(=O)NC (S)-6-chloro-1-(4,4-dimethyl-1-oxo-1-((pyrimidin-2-ylmethyl)amino)pent-3-yl)-2-(1H-indazol-6-yl)-N-methyl-1H-benzo[d]imidazole-5-carboxamide